COC=1C(=C2CCCN(C2=CC1)C)CCNC(OC(C)(C)C)=O tert-butyl (2-(6-methoxy-1-methyl-1,2,3,4-tetrahydroquinolin-5-yl)ethyl)carbamate